(2S,6R)-N-(5-(4-cyano-3-isopropoxyphenyl)thiazol-2-yl)-2,6-dimethylmorpholine-4-carboxamide C(#N)C1=C(C=C(C=C1)C1=CN=C(S1)NC(=O)N1C[C@@H](O[C@@H](C1)C)C)OC(C)C